5-(1-Cyanocyclopentyl)-2-methoxy-3-(methylcarbamoyl)benzoic acid C(#N)C1(CCCC1)C=1C=C(C(=C(C(=O)O)C1)OC)C(NC)=O